C(CCCCCCCCCCCCC)N(CC)CC n-tetradecyldiethylamine